CC=1N=C2N(C=C(N=C2C)NC(=O)C=2C=NC(=NC2)N2C[C@@H](CC2)NCC)C1 (R)-N-(2,8-dimethylimidazo[1,2-a]pyrazin-6-yl)-2-(3-(ethylamino)pyrrolidin-1-yl)pyrimidine-5-carboxamide